1,1,4,7-tetramethyl-1a,2,3,4,4a,5,6,7b-octahydrocyclopropa[e]azulene CC1(C2C3=C(CCC3C(CCC21)C)C)C